Dibutyltin Laurate C(CCCCCCCCCCC)(=O)[O-].C(CCC)[Sn+2]CCCC.C(CCCCCCCCCCC)(=O)[O-]